ClC(C1=NC(=NO1)C=1C=NC(=NC1)NC(C)C1=C(C=CC=C1)F)(F)F 5-[5-[chloro(difluoro)methyl]-1,2,4-oxadiazol-3-yl]-N-[1-(2-fluorophenyl)ethyl]pyrimidin-2-amine